4-{2-[3-(8-{2-[ethyl(isopropyl)carbamoyl]-4-fluorophenyl}-3-methylimidazo[1,5-a]pyridin-6-yl)azetidin-1-yl]-3-methylbutyl}piperazine-1-carboxylic acid tert-butyl ester C(C)(C)(C)OC(=O)N1CCN(CC1)CC(C(C)C)N1CC(C1)C=1C=C(C=2N(C1)C(=NC2)C)C2=C(C=C(C=C2)F)C(N(C(C)C)CC)=O